FC1=CC(=C(C=C1)C(C)N1C[C@@H](N(C[C@H]1C)C=1C=2C(N(C(C1)=O)C([2H])([2H])[2H])=CN(N2)C2OCCCC2)C)C(F)(F)F 7-((2s,5r)-4-(1-(4-fluoro-2-(trifluoromethyl)phenyl)ethyl)-2,5-dimethylpiperazin-1-yl)-4-(methyl-d3)-2-(tetrahydro-2H-pyran-2-yl)-2,4-dihydro-5H-pyrazolo[4,3-b]pyridin-5-one